BrC=1C=C(C2=C(N(N=N2)[C@H](C)C2=C(C=C(C=C2)Cl)Cl)C1)C=C (R)-6-bromo-1-(1-(2,4-dichlorophenyl)ethyl)-4-vinyl-1H-benzo[d][1,2,3]triazole